N1N=CC2=C(C=CC=C12)C=1N=C(C2=C(N1)C=C(S2)/C=C/C(=O)NC2=CC=C(C=C2)OC)N2CCOCC2 (E)-3-(2-(4-indazolyl)-4-morpholinyl-6-thieno[3,2-d]pyrimidinyl)-N-(4-methoxyphenyl)acrylamide